C(C)C1=C(C=CC=C1)N1C(C2=CC=CC=C2C1=O)=O 2-ethylphenylisoindoline-1,3-dione